C(C)(C)(C)OC(=O)N1C[C@H]([C@@H](C1)C)C=1NC(C=2N(C1)C(=NC2Br)Br)=O |r| racemic-trans-3-(1,3-dibromo-8-oxo-7,8-dihydro-imidazo[1,5-a]pyrazin-6-yl)-4-methyl-pyrrolidine-1-carboxylic acid tert-butyl ester